(3E)-11,11-dinonyloxy-3-undecen-1-ol C(CCCCCCCC)OC(CCCCCC/C=C/CCO)OCCCCCCCCC